COC1=NC=CC(=C1)C1CN(C1)[C@@H]1[C@@H](CCCC1)OC=1C=C2CN(C(C2=CC1)=O)C1C(NC(CC1)=O)=O 3-(5-(((1R,2S)-2-(3-(2-meth-oxypyridin-4-yl)azetidin-1-yl)cyclohexyl)oxy)-1-oxoisoindolin-2-yl)piperidine-2,6-dione